dihydro-2,7-naphthyridine C1NC=CC2=CC=NC=C12